BrC=1N=C(SC1)C1=CC(=C(C(=O)OC)C=C1F)OC methyl 4-(4-bromothiazol-2-yl)-5-fluoro-2-methoxy-benzoate